6-Methoxy-1-methyl-4-[4-(5-methyl-1,3-benzoxazol-2-yl)piperidin-1-yl]-2-oxo-7-[(oxolan-3-yl)oxy]-1,2-dihydroquinoline-3-carbonitrile COC=1C=C2C(=C(C(N(C2=CC1OC1COCC1)C)=O)C#N)N1CCC(CC1)C=1OC2=C(N1)C=C(C=C2)C